(2-hydroxy-2-(4-hydroxyphenyl)ethyl)-5-phenethyl-octahydrocyclopenta[c]pyrrol-5-ol OC(CC1NCC2C1CC(C2)(O)CCC2=CC=CC=C2)C2=CC=C(C=C2)O